(S,E)-2-(4-(7-(8-chloronaphthalen-1-yl)-2-((hexahydro-1H-pyrrolizin-7a-yl)methoxy)-5,6,7,8-tetrahydropyrido[3,4-d]pyrimidin-4-yl)-1-(4-morpholinobut-2-enoyl)piperazin-2-yl)acetonitrile ClC=1C=CC=C2C=CC=C(C12)N1CC=2N=C(N=C(C2CC1)N1C[C@@H](N(CC1)C(\C=C\CN1CCOCC1)=O)CC#N)OCC12CCCN2CCC1